(R)-(tert-butyl 1-(3-bromo-2,5-difluorophenyl) ethyl) carbamate C(N)(O[C@H](CC(C)(C)C)C1=C(C(=CC(=C1)F)Br)F)=O